N-(2-(1H-indol-3-yl)ethoxy)thiazolo[5,4-d]pyrimidin-7-amine N1C=C(C2=CC=CC=C12)CCONC=1C2=C(N=CN1)SC=N2